1-(3-oxo-3-(7-(4-(trifluoromethyl)phenoxy)-3,4-dihydroisoquinolin-2(1H)-yl)propyl)urea O=C(CCNC(=O)N)N1CC2=CC(=CC=C2CC1)OC1=CC=C(C=C1)C(F)(F)F